methyl 1-amino-3-chloropyrrole-2-carboxylate NN1C(=C(C=C1)Cl)C(=O)OC